3-chloro-6-(3-cyclopropylphenoxy)-N-[(2R)-2-(2,4-dichlorophenyl)-2-fluoro-ethyl]pyrazolo[1,5-a]pyrimidine-7-carboxamide ClC=1C=NN2C1N=CC(=C2C(=O)NC[C@H](F)C2=C(C=C(C=C2)Cl)Cl)OC2=CC(=CC=C2)C2CC2